Methyl 3-(3-azabicyclo[3.1.0]hexane-1-yl)-2-fluorobenzoate trifluoroacetate FC(C(=O)O)(F)F.C12(CNCC2C1)C=1C(=C(C(=O)OC)C=CC1)F